2-(azetidin-1-yl)-6-methoxy-7-(3-(pyrrolidin-1-yl)propoxy)-N-(tetrahydro-2H-pyran-4-yl)quinazolin-4-amine N1(CCC1)C1=NC2=CC(=C(C=C2C(=N1)NC1CCOCC1)OC)OCCCN1CCCC1